ClC1=NC=CC(=N1)OC 2-chloro-4-methoxy-pyrimidine